N1CC(=CC(=C1)C(=O)N)C(=O)N Dihydropyridine-3,5-dicarboxylic acid diamide